4-((R)-1-(5-fluoropyridin-2-yl)ethoxy)-6-(1-((R)-1-((S)-2-hydroxypropanoyl)-piperidin-3-yl)-5-methyl-1H-pyrazol-4-yl)pyrazolo[1,5-a]pyridine-3-carbonitrile FC=1C=CC(=NC1)[C@@H](C)OC=1C=2N(C=C(C1)C=1C=NN(C1C)[C@H]1CN(CCC1)C([C@H](C)O)=O)N=CC2C#N